CCCCC/C=C\C/C=C\CCCCCCCC(=O)OC[C@H](COP(=O)([O-])OCC[N+](C)(C)C)OC(=O)CCCC/C=C\C/C=C\C/C=C\CCCCC 1-(9Z,12Z-octadecadienoyl)-2-(6Z,9Z,12Z-octadecatrienoyl)-glycero-3-phosphocholine